(3S,4S)-3,4-dihydroxy-5-phenylpentylpentanoate O[C@@H](CCOC(CCCC)=O)[C@H](CC1=CC=CC=C1)O